Cl.Cl.C12CN(CC(N1)C2)C2=CC=C(C=N2)C=2C=1N(C=C(C2)C=2C=NN(C2)C)N=CC1C#N 4-[6-(3,6-diazabicyclo[3.1.1]heptane-3-yl)-3-pyridinyl]-6-(1-methylpyrazol-4-yl)pyrazolo[1,5-a]pyridine-3-carbonitrile dihydrochloride